ClC1=NC=CC=C1C(=O)NC1=CC=C(C=C1)N1C2=C(NCC=C1)C1=CC=CC=C1C=C2 5-[4-[(2-chloropyridin-3-yl)carbonylamino]phenyl]-1H-naphtho[1,2-b][1,4]diazepine